Epoxy-Acryl-Urethan C(=O)(C=C)N1C(=O)OC(C)O1